6-(4-fluorobenzyl)-3-phenyl-6H-imidazo[1',2':1,6]pyrido[3,4-b]indole FC1=CC=C(CN2C=3C(C=4C=CC=CC24)=CC=2N(C3)C(=CN2)C2=CC=CC=C2)C=C1